N1N=NN=C1C1=CC=CC(=C1O)C1OC2=C(C1)C=C(C=C2)C(F)(F)F 6-(1H-tetraazol-5-yl)-2-[5-(trifluoromethyl)-2,3-dihydro-1-benzofuran-2-yl]phenol